BrC=1C2=C(SC1C(F)(F)P(OCC)(O)=O)C(=CC(=C2)I)OCCCC(F)(F)F ethyl hydrogen ((3-bromo-5-iodo-7-(4,4,4-trifluorobutoxy)benzo[b]thiophen-2-yl)difluoromethyl)phosphonate